4-oxo-6,11-dihydro-4H-pyrimido[2,1-b]quinazoline-2-carboxylic acid methyl ester COC(=O)C=1N=C2NC3=CC=CC=C3CN2C(C1)=O